N'-(3-(4-fluorophenyl)-5-(trifluoromethyl)pyrazolo[1,5-a]pyridin-2-yl)-3,3-dimethylbutanehydrazide FC1=CC=C(C=C1)C=1C(=NN2C1C=C(C=C2)C(F)(F)F)NNC(CC(C)(C)C)=O